1-(((S)-10-hydroxy-7-((R)-4,4,4-trifluoro-2-methylbutyryl)-7-azaspiro[4.5]Decan-10-yl)methyl)-5-(4-methylpiperazine-1-carbonyl)-4-phenylpyridin-2(1H)-one O[C@]1(CCN(CC12CCCC2)C([C@@H](CC(F)(F)F)C)=O)CN2C(C=C(C(=C2)C(=O)N2CCN(CC2)C)C2=CC=CC=C2)=O